C(#N)CC1=C2C(C(=NN(C2=CC=C1)C1=CC=C(C=C1)OC(F)(F)F)C(=O)OCC)=O ethyl 5-(cyanomethyl)-4-oxo-1-[4-(trifluoromethoxy)phenyl]cinnoline-3-carboxylate